N1(CCCC1)C(=O)OCC(C)OC(=O)N1CCCC1 propane-1,2-diyl bis(pyrrolidine-1-carboxylate)